C1=NN=C2N1C1=CC=CC=C1C(N2)=O [1,2,4]-triazolo-[4,3-a]quinazolin-5(4H)-one